N1=CN=C2NC=NC2=C1C=1C(=NC=CC1)NC=1C=C(C=CC1C)NC(C1=CC=C(C=C1)C#N)=O N-(3-((3-(9H-purin-6-yl)pyridin-2-yl)amino)-4-methylphenyl)-4-cyanobenzamide